S1(CCCCC1)(=O)=O Tetrahydro-2H-thiopyran 1,1-dioxide